C(C=C)S(=O)(=O)Cl allsulfonyl chloride